ClC1=CC=C(CC2C(N(C(C2)=O)CCCCCCC(=O)NO)=O)C=C1 (E)-7-(3-(4-chlorobenzyl)-2,5-dioxopyrrolidinyl)-N-hydroxyheptanamide